2-(3-acetamidophenyl)-N-(4-bromo-5-chloropyridin-2-yl)acetamide C(C)(=O)NC=1C=C(C=CC1)CC(=O)NC1=NC=C(C(=C1)Br)Cl